tert-butyl (1R,4R,5S)-5-hydroxy-2-azabicyclo[2.2.2]octane-2-carboxylate O[C@@H]1[C@H]2CN([C@@H](C1)CC2)C(=O)OC(C)(C)C